C(C)(=O)C=1SC(=CN1)[S@](=O)(N)=NC(NC1=C2CCCC2=CC=2CCCC12)=O (S)-2-acetyl-N'-((1,2,3,5,6,7-hexahydro-s-indacen-4-yl)carbamoyl)thiazole-5-sulfonimidamide